(±)-Tert-butyl (1-(6-(2-((1-(ethylsulfonyl)piperidin-4-yl)amino)-5-fluoropyrimidin-4-yl)-8-fluoroquinolin-4-yl)ethyl)carbamate C(C)S(=O)(=O)N1CCC(CC1)NC1=NC=C(C(=N1)C=1C=C2C(=CC=NC2=C(C1)F)[C@@H](C)NC(OC(C)(C)C)=O)F |r|